ClC1=CC(=NC(=C1)NC1=C(C=CC=C1)F)C(=O)N(C1=CC=CC=C1)C 4-chloro-6-((2-fluorophenyl)amino)-N-methyl-N-phenylpyridinamide